C(C)(=O)NC1=C(C=CC=C1)S(=O)(=O)OC methyl acetamidobenzenesulfonate